8-fluoro-5-(4-fluorophenyl)-7-(hydroxymethyl)-3-methylquinoxalin-2(1H)-one FC=1C(=CC(=C2N=C(C(NC12)=O)C)C1=CC=C(C=C1)F)CO